(S)-2-((3,3-dimethyl-1-oxo-1,3-dihydroisobenzofuran-5-yl)amino)-4-((2-hydroxy-1-phenylethyl)amino)-N'-picolylpyrimidine-5-carbohydrazide CC1(OC(C2=CC=C(C=C12)NC1=NC=C(C(=N1)N[C@H](CO)C1=CC=CC=C1)C(=O)NNCC1=NC=CC=C1)=O)C